COC1=CC=C(C=C1)C1=NOC(=N1)N1CCC(CC1)C(=O)NCC1CN(CC1)C(C(=O)OC)(C)C Methyl 2-(3-((1-(3-(4-methoxyphenyl)-1,2,4-oxadiazol-5-yl)piperidine-4-carboxamido)methyl)pyrrolidin-1-yl)-2-methylpropanoate